FC=1C=C(C=CC1OC1=C2C(=NC=C1)NC(N2C(C)C)=O)NC(=O)C=2C=NN(C2C(F)(F)F)C2=C(C=CC=C2)F N-(3-fluoro-4-((1-isopropyl-2-keto-2,3-dihydro-1H-imidazo[4,5-b]pyridin-7-yl)oxy)phenyl)-1-(2-fluorophenyl)-5-(trifluoromethyl)-1H-pyrazole-4-carboxamide